4-[4-fluoro-1-[(3S)-2,6-dioxo-3-piperidyl]-indolin-5-yl]-piperidine-1-carboxylic acid tert-butyl ester C(C)(C)(C)OC(=O)N1CCC(CC1)C=1C(=C2CCN(C2=CC1)[C@@H]1C(NC(CC1)=O)=O)F